(S)-N-(7-(3-hydroxy-3-methylbut-1-yn-1-yl)-5-methyl-4-oxo-2,3,4,5-tetrahydrobenzo[b][1,4]oxazepin-3-yl)-4-(3-methoxyphenyl)pyridineamide OC(C#CC1=CC2=C(OC[C@@H](C(N2C)=O)NC(=O)C2=NC=CC(=C2)C2=CC(=CC=C2)OC)C=C1)(C)C